Bis(1-phenylisoquinoline) Iridium [Ir].C1(=CC=CC=C1)C1=NC=CC2=CC=CC=C12.C1(=CC=CC=C1)C1=NC=CC2=CC=CC=C12